FC(C1=NN=C(S1)N1C=NC2=C1C=C(C=C2N2C[C@@H](O[C@H](C2)C)COC)S(=O)(=O)NC2(CC2)C)F 1-(5-(difluoromethyl)-1,3,4-thiadiazol-2-yl)-4-((2R,6S)-2-(methoxymethyl)-6-methylmorpholino)-N-(1-methylcyclopropyl)-1H-benzo[d]imidazole-6-sulfonamide